2-(4-isopropyl-5-(8-methoxy-[1,2,4]triazolo[1,5-a]pyridin-6-yl)-1H-pyrazol-3-yl)-N-(4,4,4-trifluorobutyl)-4,5,6,7-tetrahydrobenzo[d]thiazol-6-amine C(C)(C)C=1C(=NNC1C=1C=C(C=2N(C1)N=CN2)OC)C=2SC1=C(N2)CCC(C1)NCCCC(F)(F)F